N-[3-[5-chloro-2-(difluoromethoxy)phenyl]-1-[[2-(1-methylazetidin-3-yl)tetrazol-5-yl]methyl]pyrazol-4-yl]pyrazolo[1,5-a]pyrimidine-3-carboxamide ClC=1C=CC(=C(C1)C1=NN(C=C1NC(=O)C=1C=NN2C1N=CC=C2)CC=2N=NN(N2)C2CN(C2)C)OC(F)F